FC(CCC(=O)Cl)(F)F 4,4,4-trifluorobutanoyl chloride